ClC(C=CF)(C(F)(F)F)C(F)(F)F 3-chloro-1,4,4,4-tetrafluoro-3-(trifluoromethyl)-1-butene